FC1=C(C(=CC=C1)OC)C1=CC(=NC=C1C(=O)N)C 4-(2-fluoro-6-methoxyphenyl)-6-methylnicotinamide